N-methyl-N-(piperidin-4-yl)quinolin-2-amine hydrochloride Cl.CN(C1=NC2=CC=CC=C2C=C1)C1CCNCC1